2,3,6,7-tetramethyl-9,10-di(2-naphthyl)anthracene 3-hydroxy-4-acetylthiobutanoate OC(CC(=S)O)CC(C)=O.CC1=CC2=C(C3=CC(=C(C=C3C(=C2C=C1C)C1=CC2=CC=CC=C2C=C1)C)C)C1=CC2=CC=CC=C2C=C1